C(#N)[C@H](C[C@H]1C(NCC1)=O)NC([C@H](CC(C)(C)C)NC(=O)C=1NC2=CC=CC(=C2C1)OC(F)(F)F)=O N-[(2S)-1-({(1S)-1-cyano-2-[(3S)-2-oxopyrrolidin-3-yl]ethyl}amino)-4,4-dimethyl-1-oxopentan-2-yl]-4-(trifluoromethoxy)-1H-indole-2-carboxamide